C(=[17O])(Cl)Cl phosgene-17O